(3-chloro-4-(trifluoromethyl)benzyl)-6-methylhexahydro-4H-pyrazino[1,2-a]pyrimidine-4,7(6H)-dione ClC=1C=C(CN2C3N(C(CC2)=O)C(C(NC3)=O)C)C=CC1C(F)(F)F